P1(CCCCCO1)=O phosphacaprolactone